rac-(2r,3s,4s,5r)-3-(2-(difluoromethoxy)-4-fluoro-3-methylphenyl)-4,5-dimethyl-5-(trifluoromethyl)tetrahydrofuran-2-carboxylic acid FC(OC1=C(C=CC(=C1C)F)[C@H]1[C@@H](O[C@]([C@H]1C)(C(F)(F)F)C)C(=O)O)F |r|